C1(=CC(=C2C=CC3=C(C=C(C4=CC=C1C2=C34)C3=CC=C(N)C=C3)C3=CC=C(N)C=C3)C3=CC=C(N)C=C3)C3=CC=C(N)C=C3 4,4',4'',4'''-(pyrene-1,3,6,8-tetrayl)tetraaniline